O=C1C=2C=CC=NC2C=C(N1)CCC(=O)N1CCC(=CC1)C1=CC=C(C#N)C=C1 4-(1-(3-(5-oxo-5,6-dihydro-1,6-naphthyridin-7-yl)propionyl)-1,2,3,6-tetrahydropyridin-4-yl)benzonitrile